6-fluoro-7-(2-fluoro-6-(methylthio)phenyl)-4-((S)-4-(2-fluoro-acryloyl)-2-methylpiperazin-1-yl)-1-(2-isopropyl-4-methylpyridin-3-yl)pyrido[2,3-d]pyrimidin-2(1H)-one FC1=CC2=C(N(C(N=C2N2[C@H](CN(CC2)C(C(=C)F)=O)C)=O)C=2C(=NC=CC2C)C(C)C)N=C1C1=C(C=CC=C1SC)F